N-(4-((3-chloro-4-fluorophenyl)amino)-7-(3-(4-(2-(2,4-dioxotetrahydropyrimidin-1(2H)-yl)benzyl)piperazin-1-yl)propoxy)quinazolin-6-yl)acrylamide ClC=1C=C(C=CC1F)NC1=NC=NC2=CC(=C(C=C12)NC(C=C)=O)OCCCN1CCN(CC1)CC1=C(C=CC=C1)N1C(NC(CC1)=O)=O